ClC=1C=C(C=C(C1)B1OC(C(O1)(C)C)(C)C)[C@H]1N(CCN(C1)S(=O)(=O)C)C(C=C)=O (R)-1-(2-(3-chloro-5-(4,4,5,5-tetramethyl-1,3,2-dioxaborolan-2-yl)phenyl)-4-(methylsulfonyl)piperazin-1-yl)prop-2-en-1-one